C(C)(C)(C)C=1N=CC(=NC1)NC=1C(=C(C=CC1)[C@@]1(CC(N(C(N1)=N)C1CCOCC1)=O)C)Cl (6S)-6-{3-[(5-tert-Butylpyrazin-2-yl)amino]-2-chlorophenyl}-2-imino-6-methyl-3-(tetrahydro-pyran-4-yl)hexahydropyrimidin-4-one